Cl.NCC(=O)C1=C(C(=C(C(=C1)F)F)OC)F 2-amino-1-(2,4,5-trifluoro-3-methoxyphenyl)ethan-1-one hydrochloride